neopentyl-(pyridin-2-ylmethyl)benzimidazolin C(C(C)(C)C)N1C(=NC2=C1C=CC=C2)CC2=NC=CC=C2